6-(2-amino-5-(4-(4-methylpiperazin-1-yl)phenyl)pyridin-3-yl)-7-methyl-3,4-dihydroisoquinolin-1(2H)-one NC1=NC=C(C=C1C=1C=C2CCNC(C2=CC1C)=O)C1=CC=C(C=C1)N1CCN(CC1)C